N1[C@@H](CCC1)C(=O)N[C@@H](CCC(N)=O)C(=O)O prolyl-glutamine